ethyl 2-acetamido-6-oxo-1,6-dihydropyrimidine-5-carboxylate C(C)(=O)NC=1NC(C(=CN1)C(=O)OCC)=O